6-{1-[(3S)-3-methylpiperidin-1-yl]-2-(prop-2-yn-1-yloxy)ethyl}-2-{3-[(1r,3s)-3-methyl-1-(4-methyl-1,2,4-triazol-3-yl)cyclobutyl]phenyl}-4-(trifluoromethyl)-3H-isoindol-1-one C[C@@H]1CN(CCC1)C(COCC#C)C1=CC(=C2CN(C(C2=C1)=O)C1=CC(=CC=C1)C1(CC(C1)C)C1=NN=CN1C)C(F)(F)F